C(=O)O.FC=1C=C(C=C(C1)F)N1C(N(C2(C1=O)CCN(CC2)CC2CCOCC2)CC)=O 3-(3,5-difluorophenyl)-1-ethyl-8-((tetrahydro-2H-pyran-4-yl)methyl)-1,3,8-triazaspiro[4.5]decane-2,4-dione formate